N-(5-chloro-6-(2H-1,2,3-triazol-2-yl)pyridin-3-yl)-1-(1-methyl-2-oxo-1,2-dihydroquinolin-4-yl)-5-(trifluoromethyl)-1H-pyrazole-4-carboxamide ClC=1C=C(C=NC1N1N=CC=N1)NC(=O)C=1C=NN(C1C(F)(F)F)C1=CC(N(C2=CC=CC=C12)C)=O